C(C)C=1C=NN(C1)C1(CN(C1)C=1C=2N(C=CC1)N=C(N2)NC=2C=NN(C2)CC(=O)N2CCC(CC2)N2CCOCC2)CC#N 2-[3-(4-ethylpyrazol-1-yl)-1-[2-[[1-[2-(4-morpholino-1-piperidyl)-2-oxo-ethyl]pyrazol-4-yl]amino]-[1,2,4]triazolo[1,5-a]pyridin-8-yl]azetidin-3-yl]acetonitrile